N-((S)-1-(((R)-2-amino-6,7-dihydro-5H-cyclopenta[b]pyridin-5-yl)amino)-1-oxopropan-2-yl)-4-(4-fluorophenyl)-1,2,5,6-tetrahydropyridine-2-carboxamide NC1=CC=C2C(=N1)CC[C@H]2NC([C@H](C)NC(=O)C2NCCC(=C2)C2=CC=C(C=C2)F)=O